FC1=C(C=CC(=C1)F)C=1CCCC2=C(C1C1=CC=C(C=C1)CC1CN(C1)CCCF)C=CC=C2OC 8-(2,4-Difluorophenyl)-9-(4-((1-(3-fluoropropyl)azetidin-3-yl)methyl)phenyl)-4-methoxy-6,7-dihydro-5H-benzo[7]annulen